2-((4-((1H-pyrrolo[2,3-b]pyridin-4-yl)oxy)-3-chlorophenyl)amino)-N-(4-fluorophenyl)nicotinamide N1C=CC=2C1=NC=CC2OC2=C(C=C(C=C2)NC2=C(C(=O)NC1=CC=C(C=C1)F)C=CC=N2)Cl